C(C)(C)(C)OC(N[C@@H](C(=O)N1[C@@H](CC1)C(NCC=1C=C2C(=CNC2=CC1)Cl)=O)CCCCN1CCCCC1)=O N-[(2R)-1-[(2S)-2-{[(3-chloro-1H-indol-5-yl)methyl]carbamoyl}azetidin-1-yl]-1-oxo-6-(piperidin-1-yl)hex-2-yl]carbamic acid tert-butyl ester